NN1C(=NN=C1C1=CC=C(C=C1)Cl)S 4-amino-5-(4-chlorophenyl)-4H-1,2,4-triazole-3-thiol